(2-Methoxyphenyl)cyanamide COC1=C(C=CC=C1)NC#N